N-(tert-butylsulfonyl)propanamide C(C)(C)(C)S(=O)(=O)NC(CC)=O